N-{[(9H-fluoren-9-yl)methoxy]carbonyl}-3-[2-(trifluoromethyl)pyridin-4-yl]-L-alanine C1=CC=CC=2C3=CC=CC=C3C(C12)COC(=O)N[C@@H](CC1=CC(=NC=C1)C(F)(F)F)C(=O)O